6-fluoro-7-{3-[(5-methoxypyridin-2-yl)carbamoyl]azetidin-1-yl}-1-[3-(morpholin-4-yl)1,2,4-thiadiazole-5-Yl]-4-oxo-1,4-dihydro-1,8-naphthyridine-3-carboxylic acid FC=1C=C2C(C(=CN(C2=NC1N1CC(C1)C(NC1=NC=C(C=C1)OC)=O)C1=NC(=NS1)N1CCOCC1)C(=O)O)=O